C(#N)C1=NC(=NC(=C1)C)N1CCN(CC1)S(=O)(=O)C=1C=C2CCN(C2=CC1)C(=O)C1=CC=C(OCCNC(OC(C)(C)C)=O)C=C1 tert-butyl (2-(4-(5-((4-(4-cyano-6-methylpyrimidin-2-yl)piperazin-1-yl)sulfonyl)indoline-1-carbonyl)phenoxy)ethyl)carbamate